C(=O)O.C1(CC1)C(=O)NC1=CC(=C(N=N1)C(=O)NC([2H])([2H])[2H])NC1=C(C(=CC=C1)C1=NOC(=N1)CCF)OC 6-(cyclopropanecarboxamido)-4-((3-(5-(2-fluoroethyl)-1,2,4-oxadiazol-3-yl)-2-methoxyphenyl)amino)-N-(methyl-d3)pyridazine-3-carboxamide, formic acid salt